(4-Chloro-benzyl)-(5-phenyl-2-pyridin-2-yl-thieno[2,3-d]pyrimidin-4-yl)-amine ClC1=CC=C(CNC=2C3=C(N=C(N2)C2=NC=CC=C2)SC=C3C3=CC=CC=C3)C=C1